methoxycinnamamidopropyl-ethyl-dimethyl-ammonium chloride [Cl-].COC[N+](C)(CC)CCCNC(C=CC1=CC=CC=C1)=O